tert-butyl 2-chloroethyl(methyl)carbamate ClCCN(C(OC(C)(C)C)=O)C